2-{[(1S)-1-{4-[(4,4-difluoropiperidin-1-yl)methyl]phenyl}ethyl]amino}-8-(2-methylpropyl)pyrido[2,3-d]pyrimidin-7(8H)-one FC1(CCN(CC1)CC1=CC=C(C=C1)[C@H](C)NC=1N=CC2=C(N1)N(C(C=C2)=O)CC(C)C)F